εZ-L-lysine N[C@@H](CCCCN)C(=O)O